tert-butyl 4-(2-(3,8-diazabicyclo[3.2.1]octan-8-yl)pyrimidin-5-yl)piperazine-1-carboxylate C12CNCC(CC1)N2C2=NC=C(C=N2)N2CCN(CC2)C(=O)OC(C)(C)C